1-(3-((1-((2-oxabicyclo[2.1.1]hexan-4-yl)methyl)-5-methyl-4-nitro-1H-pyrazol-3-yl)oxy)propyl)-3,6-dichloro-1H-pyrazolo[3,4-d]pyrimidine C12OCC(C1)(C2)CN2N=C(C(=C2C)[N+](=O)[O-])OCCCN2N=C(C=1C2=NC(=NC1)Cl)Cl